N-Ethyl-N-(4-fluoro-3-(1H-imidazo[4,5-b]pyridin-7-yl)-5-(1,3,5-trimethyl-1H-pyrazol-4-yl)phenyl)ethanesulfonamide C(C)N(S(=O)(=O)CC)C1=CC(=C(C(=C1)C=1C(=NN(C1C)C)C)F)C1=C2C(=NC=C1)N=CN2